2-Ethylsulfanyl-N-(2-methoxy-ethyl)-4-methyl-6-morpholin-4-yl-pyridine-3-carboxylic acid amide C(C)SC1=NC(=CC(=C1C(=O)NCCOC)C)N1CCOCC1